2-(α-methylvinyl)benzofuran CC(=C)C1=CC2=CC=CC=C2O1